COC(=O)C1(CCC2(C(=CC3=CC(=CC=C23)C)C[C@H](CO)C)CC1)NC1=CC(=CC=C1)Cl (1R,4R)-4-(3-Chloroanilino)-2'-[(2R)-3-hydroxy-2-methylpropyl]-5'-methyl-spiro[cyclohexane-1,1'-indene]-4-carboxylic acid methyl ester